C1(CC1)C1=CN=CN(C1=O)[C@H](C(=O)O)C (2S)-2-(5-cyclopropyl-6-oxopyrimidin-1-yl)propanoic acid